4-[7-(aminocarbonyl)-5-fluoro-2H-indazol-2-yl]piperidinium NC(=O)C1=CC(=CC2=CN(N=C12)C1CC[NH2+]CC1)F